NC=1C(=NC(=NC1)Cl)/C=C/C(=O)OCC Ethyl (E)-3-(5-amino-2-chloropyrimidin-4-yl)acrylate